(R)-4-amino-N-(cyclopropylmethyl)-N-(2-(trifluoromethyl)-6,7-dihydro-5H-cyclopenta[b]pyridin-5-yl)imidazo[1,5-a]quinoxaline-8-carboxamide NC=1C=2N(C3=CC(=CC=C3N1)C(=O)N([C@@H]1CCC3=NC(=CC=C31)C(F)(F)F)CC3CC3)C=NC2